3-{4-[(6-methylpyridin-2-yl)sulfamoyl]phenyl}-1-(pyridin-3-ylmethyl)urea CC1=CC=CC(=N1)NS(=O)(=O)C1=CC=C(C=C1)NC(NCC=1C=NC=CC1)=O